(2-(2-ethyl-4-(vinyloxy)-3-((vinyloxy)methyl)butoxy)ethyl)(3,3,4,4,5,5,6,6,6-nonafluorohexyl)sulfane C(C)C(COCCSCCC(C(C(C(F)(F)F)(F)F)(F)F)(F)F)C(COC=C)COC=C